FC=1N=CC(=NC1)CC=1N=C(C2=C(N1)OC(=C2C(=O)N)C)NC2(CC2)C ((5-fluoropyrazin-2-yl)methyl)-6-methyl-4-((1-methylcyclopropyl)amino)furo[2,3-d]pyrimidine-5-carboxamide